C(C)(C)N1CC(CC1)C1=CC=C(C=C1)NC(C1=CN=C(C(=C1)NC1=NC=CC(=N1)C=1C=NC=CC1)C)=O N-[4-(1-Isopropyl-pyrrolidin-3-yl)-phenyl]-6-methyl-5-(4-pyridin-3-yl-pyrimidin-2-ylamino)-nicotinamide